FC1=NC=C(C(=O)NC2=C(C=CC(=C2)N2N=NC(=C2)C(NCCCN2CCOCC2)=O)N2CCN(CC2)C)C(=C1)C 6-fluoro-4-methyl-N-(2-(4-methylpiperazin-1-yl)-5-(4-((3-morpholinopropyl)carbamoyl)-1H-1,2,3-triazol-1-yl)phenyl)nicotinamide